(2,4,5-trifluorophenyl)-3-(trans-3-(((S)-4,7,8-trimethyl-6-oxo-5,6,7,8-tetrahydropteridin-2-yl)amino)cyclobutyl)urea FC1=C(C=C(C(=C1)F)F)NC(=O)N[C@@H]1C[C@H](C1)NC1=NC=2N([C@H](C(NC2C(=N1)C)=O)C)C